C(C)N1C2=CC=CC=C2C=2C=C(C=CC12)N1N=NC(=C1C1=CC=CC=C1)C(O)C=1SC=CC1 (1-(9-ethyl-9H-carbazol-3-yl)-5-phenyl-1H-1,2,3-triazol-4-yl)(thiophen-2-yl)methanol